C(CCCCCCCCCCCCCCC)(=O)N[C@H](C(=O)O)CCC(=O)N[C@@H](CSC(CCCCCCCCCCCCCCC)=O)C(=O)NCC(=O)O N,S-dipalmitoylglutathione